NC=1NC(N=C2N=CC(=NC12)CN(C1=CC=C(C=C1)C(=O)N[C@H](C(=O)O)CCC(=O)O)C)=N (2S)-2-[(4-{[(4-amino-2-imino-2,3-dihydropteridin-6-yl)methyl](methyl)amino}phenyl)formamido]pentanedioic acid